phosphoric acid, phthalate salt C(C=1C(C(=O)O)=CC=CC1)(=O)O.P(O)(O)(O)=O